ClC1=C(C=CC=C1Cl)NC1=CC(=NC=N1)N1CCC(CC1)N1CC2=CC=CC=C2CC1 trans-1-(6-((2,3-Dichlorophenyl)amino)pyrimidin-4-yl)-4-(3,4-dihydroisoquinolin-2(1H)-yl)piperidine